tert-butyl N-[1-(2-methanesulfonylethyl)piperidin-4-yl]carbamate CS(=O)(=O)CCN1CCC(CC1)NC(OC(C)(C)C)=O